(R)-3-(5-(1H-Pyrrolo[3,2-c]pyridin-3-yl)-1H-imidazol-2-yl)-7-(3-chloro-2-fluoro-6-(1H-tetrazol-1-yl)phenyl)-2,3,8,8a-tetrahydroindolizin N1C=C(C=2C=NC=CC21)C2=CN=C(N2)[C@H]2CCC1CC(=CCN21)C2=C(C(=CC=C2N2N=NN=C2)Cl)F